2-(((2-(4-(2-hydroxyethyl)piperazin-1-yl)ethyl)amino)methylene)-5-(o-tolyl)cyclohexane-1,3-dione OCCN1CCN(CC1)CCNC=C1C(CC(CC1=O)C1=C(C=CC=C1)C)=O